3-(5-chloro-2-(difluoromethoxy)phenyl)-1H-pyrazol-4-amine ClC=1C=CC(=C(C1)C1=NNC=C1N)OC(F)F